ClC1=C(C=C(C(=C1)C1CC1)B1OC(C(O1)(C)C)(C)C)O Chloro-4-cyclopropyl-5-(4,4,5,5-tetramethyl-1,3,2-dioxaborolan-2-yl)phenol